4-(3-methoxyphenyl)piperazine COC=1C=C(C=CC1)N1CCNCC1